CC=1C=C2C(C=C(OC2=C(C1)C(C)NC1=C(C(=O)O)C=CC=C1)N1CCC2(CCNC2=O)CC1)=O 2-[1-[6-Methyl-4-oxo-2-(1-oxo-2,8-diazaspiro[4.5]decan-8-yl)chromen-8-yl]ethylamino]benzoic acid